NC(C#CC(=O)O)CCC aminoheptynoic acid